C(#N)C1=CC2=C(N=C(S2)NC2=NC=CC(=C2)C2CCN(CC2)CC#N)C=C1 2-((6-cyanobenzo[d]thiazol-2-yl)amino)-4-(1-cyanomethylpiperidin-4-yl)pyridine